cyclohexane-1,4-dicarboxylic acid diisoundecyl ester C(CCCCCCCC(C)C)OC(=O)C1CCC(CC1)C(=O)OCCCCCCCCC(C)C